FC(N1N=C(C=C1)C1=C(C=NC(=C1)N1CCC(CC1)(F)F)CNC(C=C)=O)F N-((4-(1-(difluoromethyl)-1H-pyrazol-3-yl)-6-(4,4-difluoropiperidin-1-yl)pyridin-3-yl)methyl)acrylamide